C(C)OC(=O)C1CC2=C(C=C(C(=C2C1)F)NC(=O)OC(C)(C)C)F 5-(tert-Butoxycarbonylamino)-4,7-difluoro-indan-2-carboxylic acid ethyl ester